(1r,4r)-4-(5-bromo-4-(methylthio)pyrimidin-2-ylamino)-cyclohexanol BrC=1C(=NC(=NC1)NC1CCC(CC1)O)SC